C(C1=CC=CC=C1)N1CCC2([C@@H](C2)CNC=2N=NC(=CC2)C2=C(C=CC(=C2)F)Cl)CC1 N-[[(2R)-6-benzyl-6-azaspiro[2.5]octan-2-yl]methyl]-6-(2-chloro-5-fluoro-phenyl)pyridazin-3-amine